ClCC(=O)N(C1=CC=C(C=C1)C1=CN=CS1)C(C(=O)NC1CCC(CC1)(F)F)C1=NC=CN=C1 2-Chloro-N-(2-((4,4-difluorocyclohexyl)amino)-2-oxo-1-(pyrazin-2-yl)ethyl)-N-(4-(thiazol-5-yl)phenyl)acetamide